6,6'-dimethoxy-2,2'-diaminobiphenyl tert-butyl-(7E)-7-[(R)-tert-butylsulfinyl]imino-3-methoxyspiro[5H-cyclopenta[c]pyridine-6,4'-piperidine]-1'-carboxylate C(C)(C)(C)OC(=O)N1CCC\2(CC1)CC1=C(C=NC(=C1)OC)/C2=N/[S@](=O)C(C)(C)C.COC2=CC=CC(=C2C2=C(C=CC=C2OC)N)N